C[C@H]1CCC(N(C1)C(C(=O)NC=1C2=C(C=NC1)C=NN2COCC[Si](C)(C)C)=O)C=2C=CC1=C(N=C(S1)C1CCOCC1)C2 2-[(5S)-5-methyl-2-(2-tetrahydropyran-4-yl-1,3-benzothiazol-5-yl)-1-piperidyl]-2-oxo-N-[1-(2-trimethylsilylethoxymethyl)pyrazolo[4,3-c]pyridin-7-yl]acetamide